(6S,9S)-2-allyl-6-(4-hydroxybenzyl)-9-methyl-4,7-dioxo-N-((R)-1-phenylethyl)-8-(quinolin-8-ylmethyl)octahydro-1H-pyrazino[2,1-c][1,2,4]triazine-1-carboxamide C(C=C)N1N(C2N(C(C1)=O)[C@H](C(N([C@H]2C)CC=2C=CC=C1C=CC=NC21)=O)CC2=CC=C(C=C2)O)C(=O)N[C@H](C)C2=CC=CC=C2